1-(3-(3-(cyclobutylethynyl)-1H-pyrazolo[3,4-b]pyridin-1-yl)azetidin-1-yl)-2-fluoroprop-2-en-1-one C1(CCC1)C#CC1=NN(C2=NC=CC=C21)C2CN(C2)C(C(=C)F)=O